NCC1=CC=C(S1)S(=O)(=O)C=1C=C(C=CC1)S(=O)(=O)N1[C@@H](CCC1)CNS(=O)(=O)C1=CC=CC=C1 (S)-N-((1-((3-((5-(Aminomethyl)thiophen-2-yl)sulfonyl)phenyl)sulfonyl)pyrrolidin-2-yl)methyl)benzenesulfonamide